C(CCC)C=1NC2=NC=NC(=C2N1)N 8-Butyl-9H-purin-6-amine